tert-Butyl-3-(2,5-dimethoxyphenyl)-3-hydroxyazetidine-1-carboxylate C(C)(C)(C)OC(=O)N1CC(C1)(O)C1=C(C=CC(=C1)OC)OC